C(CCC(=O)O)(=O)O.NC1=C(N=CC(=N1)N1CCC2([C@@H]([C@@H](OC2)C)N)CC1)SC1=C(C(=NC=C1)N)Cl (3S,4S)-8-(6-amino-5-((2-amino-3-chloropyridin-4-yl)thio)pyrazin-2-yl)-3-methyl-2-oxa-8-azaspiro[4.5]decan-4-amine monosuccinate